methyl 2-(trifluoromethyl)acrylate FC(C(C(=O)OC)=C)(F)F